2-(8-(ethylsulfanyl)imidazo[1,5-a]pyridin-3-yl)propan-2-amine C(C)SC=1C=2N(C=CC1)C(=NC2)C(C)(C)N